Diaminobenzidine, tetrahydrochloride Cl.Cl.Cl.Cl.NNC1=CC=C(C2=CC=C(NN)C=C2)C=C1